C(CCC)C1=C(C=CC=C1O)O 2-Butylbenzene-1,3-diol